FC=1C=CC(=NC1C)N(C(=O)C=1N(C(C=CC1)=O)CC#C)C N-(5-fluoro-6-methylpyridin-2-yl)-N-methyl-6-oxo-1-(prop-2-yn-1-yl)-1,6-dihydropyridine-2-carboxamide